O1C(=NC=C1)CN1N=CC(=C1)C1=NC=2N3C(N(C(C2N1)=O)CCC)=NC=C3 2-[1-(oxazol-2-ylmethyl)pyrazol-4-yl]-5-propyl-3H-imidazo[2,1-b]purin-4-on